methyl 6-oxo-1,6-dihydropyridine-3-carboxylate O=C1C=CC(=CN1)C(=O)OC